rac-2'-ethoxy-5-((2R,4R)-2-ethyl-4-hydroxypiperidin-1-yl)-N-((R)-1-methylpyrrolidin-3-yl)-[2,3'-bipyridine]-6-carboxamide C(C)OC1=NC=CC=C1C1=NC(=C(C=C1)N1[C@@H](C[C@@H](CC1)O)CC)C(=O)N[C@H]1CN(CC1)C |r|